OC1=C(C=CC(=C1)O)C1=NC(=NC(=N1)C1=C(C=C(C=C1)O)O)C1=C(C=C(OC(C(=O)OC)C)C=C1)O methyl 2-[4-[4,6-bis(2,4-dihydroxyphenyl)-1,3,5-triazin-2-yl]-3-hydroxy-phenoxy]propanoate